CN1C=C(C2=CC=CC=C12)C1=NNC(=C1)NC(C1=CC=C(C=C1)NC1CCN(CC1)C)=O N-(3-(1-methyl-1H-indol-3-yl)-1H-pyrazol-5-yl)-4-((1-methylpiperidin-4-yl)amino)benzamide